5-(4-((7-Ethyl-6-oxo-5,6-dihydro-1,5-naphthyridin-3-yl)methyl)piperazin-1-yl)-2-methyl-isoindole-1,3-dione C(C)C=1C(NC=2C=C(C=NC2C1)CN1CCN(CC1)C=1C=C2C(N(C(C2=CC1)=O)C)=O)=O